NC1=NC=2C=C(C(=CC2C2=C1C=NN2C)C(=O)N(C=2C=NN(C2)C)CC2=NC=C(C=C2)C#C)F 4-amino-N-(1-(5-ethynylpyridin-2-yl)methyl)-7-fluoro-1-methyl-N-(1-methyl-1H-pyrazol-4-yl)-1H-pyrazolo[4,3-c]quinoline-8-carboxamide